(4S)-6-((E)-4-amino-4-cyclopropylbut-2-enoyl)-4-(2-(1-ethyl-3-(trifluoromethyl)-1H-pyrazol-4-yl)phenyl)-4,5,6,7-tetrahydrothieno[2,3-c]pyridine-2-carbonitrile NC(/C=C/C(=O)N1CC2=C([C@@H](C1)C1=C(C=CC=C1)C=1C(=NN(C1)CC)C(F)(F)F)C=C(S2)C#N)C2CC2